2-[1-(4-chlorophenyl)-1H-pyrazol-4-yl]-N-propyl-N-[(3S)-pyrrolidin-3-yl]-1,3-thiazole-4-carboxamide ClC1=CC=C(C=C1)N1N=CC(=C1)C=1SC=C(N1)C(=O)N([C@@H]1CNCC1)CCC